C1OC=C2C1=CC=C2 cyclopenta(c)furan